dipyrazino[2,3-f:2',3'-h]-quinoxaline N1=CC=NC2=C1C=1N=CC=NC1C1=C2N=CC=N1